[Cu+2].FC(C(=O)[O-])(F)F.FC(C(=O)[O-])(F)F Trifluoroacetic acid copper salt